FC1C(C(=O)NC1=O)F.OC(C)C=1NC=C[N+]1C 1-hydroxyethyl-3-methylimidazolium bis-fluorosuccinimide salt